tert-butyl 6-[7-[4-fluoro-2-[2-[2-[(1-prop-2-enoylpyrrolidin-3-yl)oxycarbonylamino]ethoxy]ethoxy]phenyl]thieno[2,3-d]pyridazin-4-yl]-3,4-dihydro-1H-isoquinoline-2-carboxylate FC1=CC(=C(C=C1)C=1N=NC(=C2C1SC=C2)C=2C=C1CCN(CC1=CC2)C(=O)OC(C)(C)C)OCCOCCNC(=O)OC2CN(CC2)C(C=C)=O